6-bromo-1-(pyridin-2-ylmethyl)-1H-pyrazolo[4,3-b]pyridine BrC=1C=C2C(=NC1)C=NN2CC2=NC=CC=C2